Benzyl 2-(4-(methoxycarbonyl) phenyl)-4-oxopiperidine-1-carboxylate COC(=O)C1=CC=C(C=C1)C1N(CCC(C1)=O)C(=O)OCC1=CC=CC=C1